C[C@@H]1C=C(CCN1C(=O)OC(C)(C)C)OS(=O)(=O)C(F)(F)F tert-butyl (R)-6-methyl-4-(((trifluoromethyl) sulfonyl) oxy)-3,6-dihydropyridine-1(2H)-carboxylate